(methylcyclopentadienyl)(1,5-dimethylindenyl)hafnium CC1(C=CC=C1)[Hf]C=1C(C2=CC=C(C=C2C1)C)C